2-methyl-2-acrylamidopropane sodium [Na].CC(C)(C)NC(C=C)=O